BrC1=C(C2=C(N(C(N(C2=O)C=2N=NC(=CC2)OC)=O)CC2=C(C=CC=C2C(F)(F)F)F)S1)CNC(O)=O N-[(6-bromo-1-{[2-fluoro-6-(trifluoromethyl)phenyl]methyl}-3-(6-methoxypyridazin-3-yl)-2,4-dioxothieno[2,3-d]pyrimidin-5-yl)methyl]-carbamic acid